4-(3-(3-fluoro-4-(4-(2-oxoethyl)piperidine-1-carbonyl)phenyl)-4,4-dimethyl-5-oxo-2-thioxoimidazolin-1-yl)-2-(trifluoromethyl)benzonitrile FC=1C=C(C=CC1C(=O)N1CCC(CC1)CC=O)N1C(N(C(C1(C)C)=O)C1=CC(=C(C#N)C=C1)C(F)(F)F)=S